NCCCP(OCC)(OCC)=O O,O-diethyl (3-aminopropyl)phosphonate